C(C)(C)N1CCN(CC1)C1=CC=C(C=C1)C=1C=2C=CC(=CC2CCC1C1=CC=C(C=C1)OC)C(=O)O 5-(4-(4-Isopropylpiperazin-1-yl)phenyl)-6-(4-methoxyphenyl)-7,8-dihydronaphthalene-2-carboxylic acid